1-(5-(tert-butyl)isoxazol-3-yl)-3-(4-(4-(4-(2-morpholinoethoxy)phenyl)-2-oxo-2,3-dihydro-1H-imidazol-1-yl)phenyl)urea C(C)(C)(C)C1=CC(=NO1)NC(=O)NC1=CC=C(C=C1)N1C(NC(=C1)C1=CC=C(C=C1)OCCN1CCOCC1)=O